C(C)(=O)O.N[C@@H](CC(C)C)C(=O)N[C@H]1[C@@H](O[C@@H]([C@H]([C@@H]1O)O)CO)[N-]C(C(CCCCCCCCCC)CCCCCCCCCCCCCCCCCC)=O N-(2-deoxy-2-L-leucinamido-β-D-glucopyranosyl)-N-octadecyldodecanoylamide hydrogen acetate